C1N(CCC2=CC=CC=C12)CCCN1CC=2C=CC=C(C2C1=O)C(=O)O 2-[3-(3,4-Dihydro-1H-isoquinolin-2-yl)-propyl]-3-oxo-2,3-dihydro-1H-isoindole-4-carboxylic acid